C(C1=CC=CC=C1)SC=1N=C(N2C1C(=NCC2)C)C2=NC(=NS2)C 1-(benzylthio)-8-methyl-3-(3-methyl-1,2,4-thiadiazol-5-yl)-5,6-dihydroimidazo[1,5-a]pyrazin